C(C)C1=C(C=CC=C1)P([O-])(=O)CC1=C(C=C(C=C1C)C)C ethyl-2,4,6-trimethylbenzylphenylphosphinate